FC1=C(N)C(=C(C(=C1F)SC)F)F 2,3,5,6-tetrafluoro-4-(methylthio)aniline